(3S,4S)-4-{[5-(2,4-difluoro-phenyl)-isoxazole-3-carbonyl]-amino}-1-((1S,2R)-2-methyl-cyclopentyl)-piperidine-3-carboxylic acid dimethylamide CN(C(=O)[C@H]1CN(CC[C@@H]1NC(=O)C1=NOC(=C1)C1=C(C=C(C=C1)F)F)[C@@H]1[C@@H](CCC1)C)C